CC(C)(C)[O-].CC(C)(C)[O-].CC(C)(C)[O-].CC(C=C)[Sn+3] 3-buten-2-yl-tin tri(t-butoxide)